C(CCCCCCC(=O)O)(=O)O.C=CCCC pentene suberate